Methyl 9-(4-((1-(3-fluoropropyl)azetidin-3-yl)methyl)phenyl)-8-(3-hydroxypropyl)-6,7-dihydro-5H-benzo[7]annulene-3-carboxylate FCCCN1CC(C1)CC1=CC=C(C=C1)C1=C(CCCC2=C1C=CC(=C2)C(=O)OC)CCCO